C(C)OC(C1=C(N=C(C=C1)C(F)(F)F)CSC1=NN=NN1C)=O 2-(((1-methyl-1H-tetrazol-5-yl)thio)methyl)-6-(trifluoromethyl)nicotinic acid ethyl ester